(5-fluoro-2,3-dihydrobenzofuran-4-yl)methylamine hydrochloride Cl.FC=1C=CC2=C(CCO2)C1CN